4-fluoro-8-(tetrahydro-2H-pyran-4-yl)-2-(trifluoromethyl)chromeno[7,8-d]imidazol-6(3H)-one FC1=CC=2C(C=C(OC2C2=C1NC(=N2)C(F)(F)F)C2CCOCC2)=O